4-((3-(4-(((1S,4S)-4-(2-oxa-6-azaspiro[3.3]heptan-6-yl)cyclohexyl)amino)-1-(2,2,2-trifluoroethyl)-1H-indol-2-yl)prop-2-yn-1-yl)amino)-3-(cyanomethoxy)benzene-sulfonamide C1OCC12CN(C2)C2CCC(CC2)NC2=C1C=C(N(C1=CC=C2)CC(F)(F)F)C#CCNC2=C(C=C(C=C2)S(=O)(=O)N)OCC#N